COC[C@@]1(NC2=C(NC1=O)C=NC1=C2C(=CN1)C(C1=CC=C(C=C1)OC1=CC=CC=C1)=O)C (S)-2-(methoxymethyl)-2-methyl-9-(4-phenoxybenzoyl)-1,2,4,7-tetrahydro-3H-pyrrolo[3',2':5,6]pyrido[3,4-b]pyrazin-3-one